N1C=CC2=C1C=CC=N2 1H-PYRROLOPYRIDINE